CC1(CCCCC1)C#N 1-methylcyclohexanenitrile